N-(4-(2-methylhydrazine-1-carbonyl)benzyl)benzamide CNNC(=O)C1=CC=C(CNC(C2=CC=CC=C2)=O)C=C1